2-(2-(octadecyloxy)-2-oxoethoxy)acetate C(CCCCCCCCCCCCCCCCC)OC(COCC(=O)[O-])=O